N-(2-((4-(2-(Bis((1-methyl-1H-indazol-6-yl)methyl)amino)ethyl)phenyl)carbamoyl)-4,5-dimethoxyphenyl)-4-oxo-4H-chromene-2-carboxamide CN1N=CC2=CC=C(C=C12)CN(CCC1=CC=C(C=C1)NC(=O)C1=C(C=C(C(=C1)OC)OC)NC(=O)C=1OC2=CC=CC=C2C(C1)=O)CC1=CC=C2C=NN(C2=C1)C